4-hydroxy-1-cyclohexyl-proline OC1C[C@H](N(C1)C1CCCCC1)C(=O)O